N-(2-methoxyethyl)-1-methyl-2-((5-(trifluoromethoxy)-1H-benzo[d]imidazol-2-yl)amino)-1H-benzo[d]imidazole-5-carboxamide COCCNC(=O)C1=CC2=C(N(C(=N2)NC2=NC3=C(N2)C=CC(=C3)OC(F)(F)F)C)C=C1